C(C)(C)(C)OC(NCC(=O)NC1=NC=CC2=C1C=CN2C2=C1N=CN(C1=NC(=N2)C2=NC(=CC=C2)C)CC2=CC=C(C=C2)OC)=O (2-((1-(9-(4-methoxybenzyl)-2-(6-methylpyridin-2-yl)-9H-purin-6-yl)-1H-pyrrolo[3,2-c]pyridin-4-yl)amino)-2-oxoethyl)carbamic acid tert-butyl ester